rel-(R)-N-(4-([1,2,4]triazolo[1,5-a]pyridin-7-yloxy)-2-fluoro-3-methylphenyl)-6-(azepan-4-yl)pyrido[3,2-d]pyrimidin-4-amine N=1C=NN2C1C=C(C=C2)OC2=C(C(=C(C=C2)NC=2C1=C(N=CN2)C=CC(=N1)[C@H]1CCNCCC1)F)C |o1:27|